CN1N=C(C=C1)S(=O)(=O)NC(OC)=O methyl ((1-methyl-1H-pyrazol-3-yl)sulfonyl)carbamate